tert-butyl(((2R)-2-((3E,7E)-10-(3,3-dimethyloxiran-2-yl)-4,8-dimethyldeca-3,7-dien-1-yl)-2,5,7,8-tetramethylchroman-6-yl)oxy)dimethylsilane C(C)(C)(C)[Si](C)(C)OC=1C(=C2CC[C@@](OC2=C(C1C)C)(C)CC\C=C(\CC\C=C(\CCC1OC1(C)C)/C)/C)C